C(C)(C)(C)N(C(O)=O)[C@H](CNOCC(N1CCN(CC1)C1=NC=C(C=N1)C(F)(F)F)=O)C.ClCCCN1CCN(CC1)C1=CC=C(C=C1)F 4-(3-chloropropyl)-1-(4-fluorophenyl)piperazine (S)-tert-butyl-(1-((2-oxo-2-(4-(5-(trifluoromethyl)pyrimidin-2-yl)piperazin-1-yl)ethoxy)amino)propan-2-yl)carbamate